C(C=C)(=O)OC1=CC=C(C=C1)C(C)(C)C1=CC=C(C=C1)OCCOC(C=C)=O 2-(4-acryloyloxyphenyl)-2-(4-acryloyloxyethoxyphenyl)propane